OCC=1C(=NC(NC1)=O)N 5-HYDROXYMETHYLCYTOSINE